(5R,8S)-10-(4-methoxyphenyl)-1-(trifluoromethyl)-6,7,8,9-tetrahydro-5H-5,8-epiminocyclohepta[c]pyridine COC1=CC=C(C=C1)N1[C@@H]2CC[C@H]1CC=1C(=NC=CC12)C(F)(F)F